1-cyclobutyl-N-((2-((4-(6-(methylthio)-1H-indazol-4-yl)-1H-1,2,3-triazol-1-yl)methyl)imidazo[1,2-a]pyridin-6-yl)methyl)methanamine C1(CCC1)CNCC=1C=CC=2N(C1)C=C(N2)CN2N=NC(=C2)C2=C1C=NNC1=CC(=C2)SC